3-((3-((7-oxo-7-(piperidin-1-yl)heptyl)amino)phenyl)amino)piperidine-2,6-dione O=C(CCCCCCNC=1C=C(C=CC1)NC1C(NC(CC1)=O)=O)N1CCCCC1